COC=1C=C(C(=O)N)C=CC1NCC#CC=1N(C2=CC=CC(=C2C1)NC1CCNCC1)CC(F)(F)F 3-methoxy-4-((3-(4-(piperidin-4-ylamino)-1-(2,2,2-trifluoroethyl)-1H-indol-2-yl)prop-2-yn-1-yl)amino)benzamide